tert-butyl-1-(3-amino-5-fluoropyridin-4-yl)piperidine C(C)(C)(C)C1N(CCCC1)C1=C(C=NC=C1F)N